C(C1=CC=CC=C1)O[C@H]1[C@@H]([C@@H](O[C@@H]1COCC1=CC=CC=C1)C1=CSC=2C1=NC(=CC2N2CC1C(C2)CCC1)Cl)F 3-[(2S,3R,4R,5R)-4-(benzyloxy)-5-[(benzyloxy)methyl]-3-fluorooxolan-2-yl]-5-chloro-7-{hexahydro-1H-cyclopenta[c]pyrrol-2-yl}thieno[3,2-b]pyridine